(3-fluorotetrahydro-2H-pyran-4-yl)-7-methyl-2-(methylthio)-7,9-dihydro-8H-purin-8-one FC1COCCC1N1C2=NC(=NC=C2N(C1=O)C)SC